(N-benzenesulfonyl)-L-prolyl-L-O-(1-pyrrolidinylcarbonyl)tyrosine C1(=CC=CC=C1)S(=O)(=O)N1[C@@H](CCC1)C(=O)N[C@@H](CC1=CC=C(C=C1)OC(=O)N1CCCC1)C(=O)O